ClC=1C=C(C=C(C1)[N+](=O)[O-])N1C(COCC1)C 4-(3-chloro-5-nitrophenyl)-3-methylmorpholine